C(C)(C)(C)OC(=O)N1CCC(CC1)CC=1N=C2N(C=CC(=C2)C2=C(C(=CC(=C2OC)F)Cl)Cl)C1 4-((7-(2,3-dichloro-5-fluoro-6-methoxyphenyl)imidazo[1,2-a]pyridin-2-yl)methyl)piperidine-1-carboxylic acid tert-butyl ester